Cl.C1CC12N[C@@H](CC2)C[O-] (S)-(4-azaspiro[2.4]heptan-5-yl)methoxide hydrochloride